C(C1=CC=CC=C1)ON1CC(CC1=O)C(=O)O 1-(benzyloxy)-5-oxopyrrolidine-3-carboxylic acid